FC1=C(C=CC(=C1C)F)C=1C=C2C(=NC1)C=NN2CC(=O)N(C)C 2-[6-(2,4-Difluoro-3-methyl-phenyl)pyrazolo[4,3-b]pyridin-1-yl]-N,N-dimethyl-acetamide